tert-Butyl 4-(4-amino-5-methoxy-2-(1-(tetrahydro-2H-pyran-2-yl)-1H-pyrazol-4-yl)phenyl)piperazine-1-carboxylate NC1=CC(=C(C=C1OC)N1CCN(CC1)C(=O)OC(C)(C)C)C=1C=NN(C1)C1OCCCC1